ethyl 2-amino-6-(4-((benzyloxy) carbonyl) piperazin-1-yl)-5-methyl-1H-indole-3-carboxylate NC=1NC2=CC(=C(C=C2C1C(=O)OCC)C)N1CCN(CC1)C(=O)OCC1=CC=CC=C1